C1(=CC=CC=C1)[C@@H](C)NC1CCCC=2C3=C(OC21)C=CC(=C3)C=3C=C2CCNC(C2=CC3)=O 6-(6-(((R)-1-phenylethyl)amino)-6,7,8,9-tetrahydrodibenzo[b,d]furan-2-yl)-3,4-dihydroisoquinolin-1(2H)-one